CN(C(OC(C)(C)C)=O)[C@H](C(=O)NCCNC1=NC(=NC(=C1)NC=1SC(=CN1)C1=CC=NC=C1)C)C tert-butyl N-methyl-N-[(1S)-1-methyl-2-[2-[[2-methyl-6-[[5-(4-pyridyl)thiazol-2-yl]amino]pyrimidin-4-yl]amino]ethylamino]-2-oxo-ethyl]carbamate